2-[5-chloro-2-(4,4-difluoroazepan-1-yl)-4,6-dimethyl-3-pyridinyl]-4-oxo-1H-1,6-naphthyridine-5-carboxamide ClC=1C(=C(C(=NC1C)N1CCC(CCC1)(F)F)C=1NC=2C=CN=C(C2C(C1)=O)C(=O)N)C